C(C)(C)(C)OC(=O)NC1=CC=C(N)C=C1 4-((tert-butoxycarbonyl)amino)aniline